5-(benzimidazol-1-yl)-1,3-dihydrobenzimidazol-2-one N1(C=NC2=C1C=CC=C2)C2=CC1=C(NC(N1)=O)C=C2